FC(=C1CCN(CC1)C1=C(C(=O)O)C=CC(=C1)I)F 2-[4-(difluoromethylene)piperidin-1-yl]-4-iodobenzoic acid